C(C=C)(=O)OC(C)(C)C1=C2CCN(C2=CC=C1)C(CNC1=C(C=CC(=C1)C1=NC(=NS1)C)C)=O 2-(1-((2-methyl-5-(3-methyl-1,2,4-thiadiazol-5-yl)phenyl)-glycyl)indolin-4-yl)propan-2-yl acrylate